O.C([13C](=O)C)(=O)O [2-13C]pyruvate hydrate